N3-(methyl)uracil CN1C(NC=CC1=O)=O